5-[5-(2-fluoropyridin-4-yl)-1H-pyrazol-3-yl]-N,N-dimethylpyrimidin-2-amine FC1=NC=CC(=C1)C1=CC(=NN1)C=1C=NC(=NC1)N(C)C